ClC1=NC=C(C(=C1)NC(C)C1=C(C=C(C=C1)Cl)Cl)[N+](=O)[O-] 2-chloro-N-(1-(2,4-dichlorophenyl)ethyl)-5-nitropyridin-4-amine